OC[C@H]1OC[C@H]([C@@H]2[C@H]1OC(O2)(C)C)NC(C)=O N-((3aR,4R,7R,7aR)-4-(hydroxymethyl)-2,2-dimethyltetrahydro-4H-[1,3]dioxolo[4,5-c]pyran-7-yl)acetamide